(S)-5-fluoro-6-(3-(4-(trifluoromethyl)phenoxy)pyrrolidin-1-yl)nicotinic acid FC=1C(=NC=C(C(=O)O)C1)N1C[C@H](CC1)OC1=CC=C(C=C1)C(F)(F)F